BrC1=CC(=C2CCCC(C2=C1)=O)C 7-Bromo-5-methyl-3,4-dihydronaphthalen-1(2H)-one